BrC=1C=C(C=CC1)CC(C(=O)O)([C@@H]1CNCC1)C 3-(3-Bromophenyl)-2-methyl-2-[(3R)-pyrrolidin-3-yl]propanoic acid